C(C)OC(CC1=CC(=C(C=C1)N)[N+](=O)[O-])=O 2-(4-amino-3-nitrophenyl)acetic acid ethyl ester